3-(tert-butylthio)aniline C(C)(C)(C)SC=1C=C(N)C=CC1